BrC=1C(=NC(=C(C(=O)N(CCO)CC2=C(C=CC(=C2)OC(F)(F)F)F)C1)O)C 5-Bromo-N-(2-fluoro-5-(trifluoromethoxy)benzyl)-2-hydroxy-N-(2-hydroxyethyl)-6-methylnicotinamide